(2S)-2-(tert-butoxycarbonylamino)-5-triisopropylsilyloxy-hexanoic acid C(C)(C)(C)OC(=O)N[C@H](C(=O)O)CCC(C)O[Si](C(C)C)(C(C)C)C(C)C